C(C)OC(=O)C1=NN(C=N1)Br 1-bromo-1H-1,2,4-triazole-3-carboxylic acid ethyl ester